CC1=NC(=CC=C1CNC(=O)C=1C=NC(=CC1)C1=CC=C(C=C1)N(C(CC)=O)C)C N-[(2,6-dimethyl-3-pyridyl)methyl]-6-[4-[methyl(propanoyl)amino]phenyl]pyridine-3-carboxamide